6-cyano-N-(2-tert-butylphenyl)-2-naphthylamine C(#N)C=1C=C2C=CC(=CC2=CC1)NC1=C(C=CC=C1)C(C)(C)C